COC=1C=CC=2C(C3=CC=C(C=C3OC2C1)OC)NC(=O)C=1C(NC(=C(C1)C)C(F)(F)F)=O N-(3,6-dimethoxy-9H-xanthen-9-yl)-5-methyl-2-oxo-6-(trifluoromethyl)-1,2-dihydropyridine-3-carboxamide